2-Chloro-1,3-dimethylpyrimidine-1,3-diium bis(tetrafluoroborate) F[B-](F)(F)F.F[B-](F)(F)F.ClC1=[N+](C=CC=[N+]1C)C